FC=1C=CC2=C(NC(=NS2(=O)=O)NCC2=C(C(=CC=C2)F)C)C1C(C)C1=C(C=CC=C1)F 6-fluoro-3-((3-fluoro-2-methylbenzyl)amino)-5-(1-(2-fluorophenyl)ethyl)-4H-benzo[e][1,2,4]thiadiazine 1,1-dioxide